O\N=C(/C(=O)OCC)\C(C1=CC=CC=C1)=O ethyl (2Z)-2-hydroxyimino-3-oxo-3-phenylpropionate